O1C=CC2=C1C=CC(=C2)C2=CN(C=1N=C(N=C(C12)N)NC=1C=NN(C1C)C)C(C)C 5-(1-Benzofuran-5-yl)-N2-(1,5-dimethyl-1H-pyrazol-4-yl)-7-isopropyl-7H-pyrrolo[2,3-d]pyrimidine-2,4-diamine